F\C=C/C1=CC2=CC=CC=C2C=C1 (Z)-2-(2-fluorovinyl)naphthalene